Dibutyltin oxide C(CCC)[Sn](CCCC)=O